2-chloro-3-((5-chloro-6-(1H-imidazol-1-yl)pyrazin-2-yl)thio)benzene ClC1=CC=CC=C1SC1=NC(=C(N=C1)Cl)N1C=NC=C1